[Cl-].CO[C@H]1[C@@H](O[C@@H]([C@H]1O)CO)N1C(=O)NC(=O)C=C1 O-methyluridine chloride